N1N=NC2=C1C=CC=C2C2=CC=CC=C2COC2=NNC=C2 (benzotriazolebenzyloxy)pyrazole